N-[(6-Amino-2-pyridyl)sulfonyl]-6-(3-fluoro-5-isobutoxyphenyl)-2-[4-(3-pyridyl)butoxy]pyridin-3-carboxamid NC1=CC=CC(=N1)S(=O)(=O)NC(=O)C=1C(=NC(=CC1)C1=CC(=CC(=C1)OCC(C)C)F)OCCCCC=1C=NC=CC1